C1(OCC(C)O1)=O O-propylene carbonate